CC1=C(C=CC(=C1)C1=C(C(=O)[O-])C=CC(=C1)OCCCOC(C=C)=O)C1=C(C(=O)[O-])C=CC(=C1)OCCCOC(C=C)=O 2-methyl-1,4-phenylene-bis[4-(3-acryloyloxypropoxy) benzoate]